(S)-N-(1-(6-chloro-1-cyclobutyl-5-fluoro-1H-pyrrolo[2,3-b]pyridin-3-yl)-2,2-difluoroethyl)cyclopropanesulfonamide ClC1=C(C=C2C(=N1)N(C=C2[C@@H](C(F)F)NS(=O)(=O)C2CC2)C2CCC2)F